tert-butyl N-[3-(2,2,3,3,11,11,12,12-octamethyl-5,9-dioctyl-4,10-dioxa-7-aza-3,11-disilatridecan-7-yl)propyl]carbamate CC(C)([Si](OC(CN(CC(O[Si](C(C)(C)C)(C)C)CCCCCCCC)CCCNC(OC(C)(C)C)=O)CCCCCCCC)(C)C)C